5-(4-(4-fluoro-1H-indol-3-yl)thiophen-2-yl)-5-oxopentanoic acid FC1=C2C(=CNC2=CC=C1)C=1C=C(SC1)C(CCCC(=O)O)=O